[3,4,5-Triacetyloxy-6-[4-(3-phenylprop-2-enoyl)phenoxy]oxan-2-yl]methyl acetate C(C)(=O)OCC1OC(C(C(C1OC(C)=O)OC(C)=O)OC(C)=O)OC1=CC=C(C=C1)C(C=CC1=CC=CC=C1)=O